(S)-2-((2-((1-methoxy-3,3-dimethyl-1,3-dihydro-[1,2]oxaborolo[4,3-b]pyridin-5-yl)amino)-5-(5-(pyridin-2-yl)-1,3,4-oxadiazol-2-yl)pyridin-4-yl)amino)-2-phenylethan-1-ol COB1OC(C2=NC(=CC=C21)NC2=NC=C(C(=C2)N[C@H](CO)C2=CC=CC=C2)C=2OC(=NN2)C2=NC=CC=C2)(C)C